FC(C(=O)O)(F)F.CC1(CNCC1)C#CC1=CC=C(C=C1)C(F)(F)F 3-methyl-3-((4-(trifluoromethyl)phenyl)ethynyl)pyrrolidine 2,2,2-trifluoroacetate